CN(CCNCCNCCN(CCN(CC)C)C)CCN(CC)C 1,2-bis(4,7-dimethyl-1,4,7-triaza-1-nonyl)ethane